ClC=1C=NN(C1C1=NN2C(N(C(CC2)=O)CC2=CC=C(C=C2)C2=NC=CC=C2N(C)C)=C1)C(C)C 2-(4-chloro-1-isopropyl-1H-pyrazol-5-yl)-4-(4-(3-(dimethyl-amino)pyridin-2-yl)benzyl)-6,7-dihydropyrazolo[1,5-a]pyrimidin-5(4H)-one